ethyl 2,4,6-trihydroxybenzoate OC1=C(C(=O)OCC)C(=CC(=C1)O)O